2-((2R,4aS,6S,7R,8S,8aS)-7,8-bis((tert-butyldimethylsilyl)oxy)-6-((S,E)-1-((tert-butyldimethylsilyl)oxy)-3-iodoallyl)octahydropyrano[3,2-b]pyran-2-yl)ethanol [Si](C)(C)(C(C)(C)C)O[C@H]1[C@H]([C@H]2O[C@H](CC[C@@H]2O[C@H]1[C@H](\C=C\I)O[Si](C)(C)C(C)(C)C)CCO)O[Si](C)(C)C(C)(C)C